1-hexadecanoyl-2-(9Z,12Z-octadecadienoyl)-sn-glycero-3-phosphoethanolamine CCCCCCCCCCCCCCCC(=O)OC[C@H](COP(=O)(O)OCCN)OC(=O)CCCCCCC/C=C\C/C=C\CCCCC